tert-butyl (R)-2-((R)-2-(((1R,4R)-4-((5'-chloro-6-(((4-cyanotetrahydro-2H-pyran-4-yl)methyl)amino)-[2,4'-bipyridin]-2'-yl)amino)cyclohexyl)amino)propoxy)propanoate ClC=1C(=CC(=NC1)NC1CCC(CC1)N[C@@H](CO[C@@H](C(=O)OC(C)(C)C)C)C)C1=NC(=CC=C1)NCC1(CCOCC1)C#N